(3-sulfopropyl)dimethyl-amine S(=O)(=O)(O)CCCN(C)C